2,6'-bipyridinedimethanol tert-butyl-(3R)-3-({5-[4-amino-2-chloro-5-(methoxycarbonyl)phenyl]-1-trityl-1H-indazol-3-yl}carbamoyl)pyrrolidine-1-carboxylate C(C)(C)(C)C1N(CC[C@H]1C(NC1=NN(C2=CC=C(C=C12)C1=C(C=C(C(=C1)C(=O)OC)N)Cl)C(C1=CC=CC=C1)(C1=CC=CC=C1)C1=CC=CC=C1)=O)C(=O)O.N1=C(C(=C(C=C1)CO)CO)C1=CC=CC=N1